OC(CC(=O)C(O)(C[N+](C)(C)C)CC([O-])=O)CCCCCCC 3-hydroxydecanoyl-carnitin